N12C[C@@H](C(CC1)CC2)CC(=O)[O-] (3R)-1-azabicyclo[2.2.2]oct-3-ylacetate